4-(((R,Z)-12-(Arachidonoyloxy)octadec-9-en-1-yl)oxy)-4-oxobutanoic acid C(CCC\C=C/C\C=C/C\C=C/C\C=C/CCCCC)(=O)O[C@@H](C\C=C/CCCCCCCCOC(CCC(=O)O)=O)CCCCCC